OC1CCC(CC1)C(=O)O[C@H]1[C@@H](OC2=CC(=CC(=C2C1)O)O)C1=CC(=C(C(=C1)O)O)O (2S,3R)-5,7-dihydroxy-2-(3,4,5-trihydroxyphenyl)chroman-3-yl (1r,4R)-4-hydroxycyclohexane-1-carboxylate